[N+](=O)([O-])[O-].[Ce].[NH4+] ammonium cerium nitrate salt